4,5-bis(4-bromophenyl)imidazole n-decyl-4-pyridinecarboxylate C(CCCCCCCCC)OC(=O)C1=CC=NC=C1.BrC1=CC=C(C=C1)C=1N=CNC1C1=CC=C(C=C1)Br